(R)-3-(5-ethoxy-2-methoxy-4-(trifluoromethyl)phenyl)piperidine hydrochloride Cl.C(C)OC=1C(=CC(=C(C1)[C@@H]1CNCCC1)OC)C(F)(F)F